C(CCCC)C1N(CC=C(C1)C1=C(C(=CC=C1)C(C)=O)O)C(=O)OC(C)(C)C tert-butyl Amyl-4-(3-acetyl-2-hydroxyphenyl)-3,6-dihydropyridine-1(2H)-carboxylate